3-({[1-sec-butyl-5-(3-phenylpropyl)-1H-pyrrole-2-carbonyl]amino}-4-(trifluoromethyl)phenyl)cyclopropanecarboxylic acid C(C)(CC)N1C(=CC=C1CCCC1=CC=CC=C1)C(=O)NC1=C(C=CC(=C1)C(F)(F)F)C1CC1C(=O)O